5-benzyl-2-(6-(4-(benzyloxy)-2-ethyl-5-fluorophenyl)-4-fluoro-1H-indazol-3-yl)-4,5,6,7-tetrahydro-1H-imidazo[4,5-c]pyridine C(C1=CC=CC=C1)N1CC2=C(CC1)NC(=N2)C2=NNC1=CC(=CC(=C21)F)C2=C(C=C(C(=C2)F)OCC2=CC=CC=C2)CC